methyl (4-(((2R,5S)-3-(4-cyano-3-(trifluoromethyl)phenyl)-2-(trifluoromethyl)oxazolidin-5-yl)methoxy)benzyl)carbamate C(#N)C1=C(C=C(C=C1)N1[C@H](O[C@@H](C1)COC1=CC=C(CNC(OC)=O)C=C1)C(F)(F)F)C(F)(F)F